1-(tetrahydropyran-2-yl)-4-(4,4,5,5-tetramethyl[1,3,2]dioxaborolan-2-yl)-1H-indazole O1C(CCCC1)N1N=CC2=C(C=CC=C12)B1OC(C(O1)(C)C)(C)C